S1C(=NC2=C1C=CC=C2)NC(=O)C2=C(C=C(C=C1CCN(CC1)C(=O)NC(C)C)C=C2)F 4-(4-(benzo[d]thiazol-2-ylcarbamoyl)-3-fluorobenzylidene)-N-isopropylpiperidine-1-carboxamide